difluoro-2-methyl-2,3-dihydro-4H-1-benzopyran-4-one FC1(C(OC2=C(C1=O)C=CC=C2)C)F